perfluoroheptalene FC1=C(C(=C(C(=C2C(=C(C(=C(C(=C12)F)F)F)F)F)F)F)F)F